(2S)-2-((S)-3-(4-Chloro-2-fluorophenyl)pentanamido)-N-(4-(cyclopropylamino)-3,4-dioxo-1-((S)-2-oxopyrrolidin-3-yl)butan-2-yl)-4,4-dimethylpentanamid ClC1=CC(=C(C=C1)[C@H](CC(=O)N[C@H](C(=O)NC(C[C@H]1C(NCC1)=O)C(C(=O)NC1CC1)=O)CC(C)(C)C)CC)F